tert-butyl (E)-((3-((tert-butoxycarbonyl)amino)-3-methylbut-1-en-1-yl)sulfonyl)carbamate C(C)(C)(C)OC(=O)NC(/C=C/S(=O)(=O)NC(OC(C)(C)C)=O)(C)C